1-(oxazol-5-yl)-2-oxabicyclo[2.2.2]octan-4-amine hydrochloride salt Cl.O1C=NC=C1C12OCC(CC1)(CC2)N